1,6-hexanediol di-(norborn-2-ene-5-carboxylate) C12C=CC(C(C1)C(=O)OCCCCCCOC(=O)C1C3C=CC(C1)C3)C2